3-(1-methyl-1H-pyrazol-4-yl)isoxazolidine hydrochloride salt Cl.CN1N=CC(=C1)C1NOCC1